3-(16,16,16-trifluorohexadeca-14-ynyloxy)propan-1-ol FC(C#CCCCCCCCCCCCCCOCCCO)(F)F